C1(CC1)C=1N=C2SC(=NN2C1)N 6-cyclopropylimidazo[2,1-b][1,3,4]thiadiazol-2-amine